7'-cyclopropylspiro[cyclopropane-1,1'-isochroman]-4'-one C1(CC1)C1=CC=C2C(COC3(C2=C1)CC3)=O